ethylene butanedisulfonate C1CCCS(=O)(=O)OCCOS1(=O)=O